hexane-1,2,4-triol C(C(CC(CC)O)O)O